tert-butyl 3-((3-amino-7-bromo-6-chloro-8-fluoro-2-methoxyquinolin-4-yl)amino)-pyrrolidine-1-carboxylate NC=1C(=NC2=C(C(=C(C=C2C1NC1CN(CC1)C(=O)OC(C)(C)C)Cl)Br)F)OC